N-(4-cyanobenzyl)-6-methyl-2-oxo-5-phenyl-1-[3-(trifluoromethyl)phenyl]-1,2-dihydropyridine-3-carboxamide C(#N)C1=CC=C(CNC(=O)C=2C(N(C(=C(C2)C2=CC=CC=C2)C)C2=CC(=CC=C2)C(F)(F)F)=O)C=C1